C=C([C@H](O)[C@@H](O)[C@H](O)[C@H](O)CO)O methyleneglucitol